7-bromo-3-neopentylbenzo[b]thiophene BrC1=CC=CC2=C1SC=C2CC(C)(C)C